N1=CC=C(C2=CC=CC=C12)C1(CC1)C(=O)O 1-(quinolin-4-yl)cyclopropane-1-carboxylic acid